C1(=CC=CC=C1)C1=CC=2C(C3=CC(=CC=C3N(C2C=C1)CCCCOP(O)(O)=O)C1=CC=CC=C1)(C)C [4-(2,7-diphenyl-9,9-dimethylacrid-10-yl)butyl]phosphoric acid